CC1(CC(CCC1)N)N methyl-1,3-diamino-cyclohexane